BrC=1C=C2C=C(C(=NC2=CC1)OC)C(C(CCN(C)C)(O)C1=CC(=NC(=C1)OC(C)C)OCC)C1=C(C(=NC=C1)OC)OC 1-(6-bromo-2-methoxyquinolin-3-yl)-1-(2,3-dimethoxypyridin-4-yl)-4-(dimethylamino)-2-(2-ethoxy-6-isopropoxypyridin-4-yl)butan-2-ol